4-phenyl-2-((4-(piperazin-1-yl)benzyl)amino)butanamide trifluoroacetate FC(C(=O)O)(F)F.C1(=CC=CC=C1)CCC(C(=O)N)NCC1=CC=C(C=C1)N1CCNCC1